ClC1=C(C=C(C=C1)NC(=O)[C@@H]1CN(C[C@@H](C1)C(=O)N)C(=O)N1C[C@@H](N([C@@H](C1)C)C)C)F (3S,5R)-N3-(4-chloro-3-fluorophenyl)-1-((3S,5R)-3,4,5-trimethylpiperazine-1-carbonyl)piperidine-3,5-dicarboxamide